NC1=C(C=C(C=N1)C1=CC=C(C=C1)C(=O)N1CCN(CC1)C1CC1)OCC1=C(C=CC=C1Cl)Cl {4-[6-amino-5-(2,6-dichloro-benzyloxy)-pyridin-3-yl]-phenyl}-(4-cyclopropyl-piperazin-1-yl)-methanone